[PH2](OC(CCC)(C)CCC(C#N)OC(C)=O)=O (3-acetoxy-3-cyanopropyl)-methyl-n-butyl phosphinate